ClC1=CC=C(C=C1)C1=CC(=NC(=N1)C=1C=NC=CC1)N1CC(CCC1)CN (1-(6-(4-chlorophenyl)-2-(pyridin-3-yl)pyrimidin-4-yl)piperidin-3-yl)methanamine